6-ethoxy-2-isobutyl-1-oxoisoindoline C(C)OC1=CC=C2CN(C(C2=C1)=O)CC(C)C